2-((3-amino-6,6,6-trifluorohexyl)oxy)ethan-1-ol NC(CCOCCO)CCC(F)(F)F